NC1=C(C=C(C=N1)NC(C(=O)O)=O)CC 2-[(6-amino-5-ethyl-3-pyridyl)amino]-2-oxo-acetic acid